(2R,3R,11bR)-3-(tert-butoxy)-9-((3,3-difluorocyclopentyl)methoxy)-10-methoxy-1,3,4,6,7,11b-hexahydro-2H-pyrido[2,1-a]isoquinolin-2-ol C(C)(C)(C)O[C@H]1[C@@H](C[C@H]2N(CCC3=CC(=C(C=C23)OC)OCC2CC(CC2)(F)F)C1)O